tert-butyl (1-(7-((2-(trimethylsilyl)ethoxy)methyl)-7H-pyrrolo[2,3-d]pyrimidin-4-yl)piperidin-4-yl)carbamate C[Si](CCOCN1C=CC2=C1N=CN=C2N2CCC(CC2)NC(OC(C)(C)C)=O)(C)C